COC1=C(C=CC=C1C1=NN(C=N1)C)NC1=C2C(=NC(=C1)NC(=O)C1CC1)CN(C2=C=O)C N-(4-((2-methoxy-3-(1-methyl-1H-1,2,4-triazol-3-yl)phenyl)amino)-6-methyl-5-carbonyl-6,7-dihydro-5H-pyrrolo[3,4-b]pyridin-2-yl)cyclopropanecarboxamide